Benzyl-Silane C(C1=CC=CC=C1)[SiH3]